ClC1=CC2=C(N(C(N=C2N2[C@H](CN([C@@H](C2)C)C(C=C)=O)C)=O)C=2C(=NC=CC2C)C(C)C)N=C1C1=C(C=CC(=C1)O)F (M)-6-Chloro-4-[(2S,5R)-2,5-dimethyl-4-prop-2-enoyl-piperazin-1-yl]-7-(2-fluoro-5-hydroxy-phenyl)-1-(2-isopropyl-4-methyl-3-pyridyl)pyrido[2,3-d]pyrimidin-2-one